FC1=CC(=C(OC2=C(C=CC=C2[N+](=O)[O-])S(=O)(=O)N)C(=C1)C)C (4-fluoro-2,6-dimethylphenoxy)-3-nitrobenzenesulfonamide